3-propionamidobenzamide C(CC)(=O)NC=1C=C(C(=O)N)C=CC1